N1N=C(C2=CC=CC=C12)O[C@H]1C[C@H](CC1)C1=CC(=NN1)NC=1C=CC2=C(CNS2(=O)=O)C1F cis-5-((5-(3-((1H-indazol-3-yl)oxy)cyclopentyl)-1H-pyrazol-3-yl)amino)-4-fluoro-2,3-dihydrobenzo[d]isothiazole 1,1-dioxide